(S)-10-((5-chloropyrazolo[1,5-a]pyrimidin-7-yl)amino)-2-cyclopropyl-3,3-difluoro-7-methyl-1,2,3,4-tetrahydro-[1,4]oxazepino[2,3-c]quinolin-6(7H)-one ClC1=NC=2N(C(=C1)NC1=CC=3C4=C(C(N(C3C=C1)C)=O)OCC([C@@H](N4)C4CC4)(F)F)N=CC2